C(C1=CC=CC=C1)N1C(CCC1=O)CC(=O)NC1CCCCC1 2-(1-benzyl-5-oxopyrrolidin-2-yl)-N-cyclohexylacetamid